[Cl-].COC(=O)C=1C=NC(=NC1)C1(CC1)[NH3+] 1-[5-(methoxycarbonyl)pyrimidin-2-yl]cyclopropan-1-aminium chloride